N1(C(CN(CC1)C(=O)OC(C)(C)C)C(=O)OC)C(=O)OCC1=CC=CC=C1 1-benzyl 4-(tert-butyl) 2-methyl piperazine-1,2,4-tricarboxylate